12-chloro-4,6,8,10-tetramethyltridecyl pentyloxymethyl ether C(CCCC)OCOCCCC(CC(CC(CC(CC(C)Cl)C)C)C)C